ClC1=CC=C(C=C1)S(=O)(=O)C1(C(=NN(C1)C(=N)N[C@H]1C[C@H](CC1)S(N)(=O)=O)C1=CC=C(C=C1)F)C1=CC=CC=C1 ((4-chlorophenyl)sulfonyl)-3-(4-fluorophenyl)-4-phenyl-N-((1R,3S)-3-sulfamoyl-cyclopentyl)-4,5-dihydro-1H-pyrazole-1-carboxamidine